2-(5-(((1R,2R,3S,5S)-2-fluoro-8-azabicyclo[3.2.1]octan-3-yl)(methyl)amino)pyrazin-2-yl)-5-(1-methyl-1H-pyrazol-4-yl)phenol F[C@@H]1[C@H]2CC[C@@H](C[C@@H]1N(C=1N=CC(=NC1)C1=C(C=C(C=C1)C=1C=NN(C1)C)O)C)N2